CC1=C(C=NO)C(=CC(=C1OCCN1C(NCC1)=O)C)C 2,4,6-Trimethyl-3-(2-(2-oxoimidazolidin-1-yl)ethoxy)benzaldehyde oxime